N-(1-(4-tert-butylphenyl)piperidin-4-yl)quinazolin-4-amine C(C)(C)(C)C1=CC=C(C=C1)N1CCC(CC1)NC1=NC=NC2=CC=CC=C12